CN(C)CC=1C=C(C=CC1)NC=1N=CC2=C(N1)N=C(C=C2C#C)OC N-{3-[(dimethylamino)methyl]phenyl}-5-ethynyl-7-methoxypyrido[2,3-d]pyrimidin-2-amine